ClC=1C(=C(C=CC1)NC1=NC=NC2=CC(=C(C=C12)[N+](=O)[O-])C#CC1(CN(C2(COC2)C1)C(=O)OC(C)(C)C)C)F tert-butyl 7-((4-((3-chloro-2-fluorophenyl)amino)-6-nitro quinazolin-7-yl)ethynyl)-7-methyl-2-oxa-5-azaspiro[3.4]octane-5-carboxylate